4-fluoro-2-(trifluoromethyl)benzyl alcohol FC1=CC(=C(CO)C=C1)C(F)(F)F